CCCCCCCCC(CCCCCCCC)OC(CCCCCCCN(CCCCCCCC(=O)OCCC(CCCC)CCCC)CCCNC1=C(C(C1=O)=O)NC)=O 3-Butylheptyl 8-((8-(heptadecan-9-yloxy)-8-oxooctyl)(3-((2-(methylamino)-3,4-dioxocyclobut-1-en-1-yl)amino)propyl)amino)octanoate